3-(2,2-difluorocyclopropyl)-1-[[6-(difluoromethyl)-2-(methoxymethyl)imidazo[2,1-B][1,3,4]thiadiazol-5-yl]methyl]-2H-pyrrol-5-one FC1(C(C1)C=1CN(C(C1)=O)CC1=C(N=C2SC(=NN21)COC)C(F)F)F